(S)-2-thienylglycine C1=CSC(=C1)[C@H](C(=O)O)N